1,3-Bis{(4-amidino)-phenoxymethyl}-benzene dihydrochloride Cl.Cl.C(N)(=N)C1=CC=C(OCC2=CC(=CC=C2)COC2=CC=C(C=C2)C(N)=N)C=C1